C1=CC2=C3C(=CC=C4C5=CC=C6C=7C(=CC=C(C1=C34)C57)C(=O)OC6=O)C(=O)OC2=O perylene-3,4,9,10-tetracarboxylic-3,4:9,10-dianhydride